C(C(=O)C1=CC=CC=C1)[N+]12CCN(CC1)CC2 1-Phenacyl-(1-azonia-4-azabicyclo[2.2.2]octane)